4-(tert-butoxycarbonylamino)-2,2-difluoro-butanoic acid C(C)(C)(C)OC(=O)NCCC(C(=O)O)(F)F